tert-Butyl 3-bromo-2,6-dioxopiperidine-1-carboxylate BrC1C(N(C(CC1)=O)C(=O)OC(C)(C)C)=O